Cl[SiH](N([SiH](Cl)Cl)C)Cl 1,1,3,3-tetrachloro-2-methyldisilazane